3-bromo-N-(4-chloro-2-((cyanomethyl)carbamoyl)-6-methylphenyl)-1-(3-chloro-2-pyridyl)-1H-pyrazole-5-carboxamide BrC1=NN(C(=C1)C(=O)NC1=C(C=C(C=C1C)Cl)C(NCC#N)=O)C1=NC=CC=C1Cl